C(C)C=1C=C(C=CC1NC1=NC=C(C(=N1)[Sn](C)(C)C)C(F)(F)F)N1CCN(CC1)C(=O)OC(C)(C)C tert-butyl 4-(3-ethyl-4-((5-(trifluoromethyl)-4-(trimethylstannyl)pyrimidin-2-yl)amino)phenyl)piperazine-1-carboxylate